ClC1=C(C#N)C=C(C=C1)C(=O)N1CC=2C(=NN3C2C(N(CC3)C(C)C3=CC=C(C=C3)C(F)(F)F)=O)C[C@H]1C 2-chloro-5-((3R)-3-methyl-10-oxo-9-(1-(4-(trifluoromethyl)phenyl)ethyl)-1,2,3,4,7,8,9,10-octahydropyrido[4',3':3,4]pyrazolo[1,5-a]pyrazine-2-carbonyl)benzonitrile